acryloyloxy-2,2,3,3,4,4,5,5,6,6,7,7,8,8,9,9-hexadecafluorodecane C(C=C)(=O)OCC(C(C(C(C(C(C(C(C)(F)F)(F)F)(F)F)(F)F)(F)F)(F)F)(F)F)(F)F